3-(((6-(2-chloro-2'-methyl-3'-((2-methylpyrido[3,2-d]pyrimidin-4-yl)amino)-[1,1'-biphenyl]-3-yl)-2-methoxypyridin-3-yl)methyl)amino)-2,2-dimethylpropanamide ClC1=C(C=CC=C1C1=CC=C(C(=N1)OC)CNCC(C(=O)N)(C)C)C1=C(C(=CC=C1)NC=1C2=C(N=C(N1)C)C=CC=N2)C